ClC1=CC(=CC(=N1)C(=O)NC1CCC(CC1)OCCOC)N1C=NC=C1 6-chloro-4-(1H-imidazol-1-yl)-N-((1r,4r)-4-(2-methoxyethoxy)cyclohexyl)pyridinecarboxamide